[S].[Fe].C(C=C)(=O)OCCN1C(NCC1)=O N-(2-acryloyloxyethyl)imidazolidin-2-one iron sulfur